(2R)-N-(2-{1-[(3-fluorophenyl)methyl]piperidin-4-yl}ethyl)-2-methyl-4-(3,4,5-trifluorophenyl)piperazine-1-carboxamide FC=1C=C(C=CC1)CN1CCC(CC1)CCNC(=O)N1[C@@H](CN(CC1)C1=CC(=C(C(=C1)F)F)F)C